4-((6-chloro-2-(methylthio)pyrimidin-4-yl)amino)-2,5-dihydrofuran-3-carboxylic acid ClC1=CC(=NC(=N1)SC)NC1=C(COC1)C(=O)O